N12CCCN=C2CCC1 1,5-diazabicyclo[4.3.0]-non-5-ene